4-(2-aminoethoxy)phenol NCCOC1=CC=C(C=C1)O